N[O-] aminoalcoholate